C(=O)O.N1CC(C1)CNC(C1=C(C=C(C=C1)NC=1C=2N(C=CN1)C(=CN2)C=2C(=NNC2)C(F)(F)F)CC)=O N-(azetidin-3-ylmethyl)-2-ethyl-4-((3-(3-(trifluoromethyl)-1H-pyrazol-4-yl)imidazo[1,2-a]pyrazin-8-yl)amino)benzamide formate